3-chloro-5-(5-(1,3-dimethyl-2-oxo-1,2-dihydroquinolin-5-yl)-5,6,7,8-tetrahydro-pyrido[3,2-d]pyrimidin-2-yl)-N-(3-(3-(2,6-dioxopiperidin-3-yl)benzofuran-5-yl)prop-2-yn-1-yl)picolinamide ClC=1C(=NC=C(C1)C=1N=CC2=C(N1)CCCN2C2=C1C=C(C(N(C1=CC=C2)C)=O)C)C(=O)NCC#CC=2C=CC1=C(C(=CO1)C1C(NC(CC1)=O)=O)C2